N-(2-fluoroethyl)-2-methoxybenzamide FCCNC(C1=C(C=CC=C1)OC)=O